BrC=1C2=C(C=3C(=NC(=NC3C1F)S(=O)(=O)CC)N1C[C@H](N(C[C@@H]1C)C(=O)OC(C)(C)C)C)COC2 (2R,5S)-tert-butyl 4-(6-bromo-3-(ethylsulfonyl)-5-fluoro-7,9-dihydrofuro[3,4-f]quinazolin-1-yl)-2,5-dimethylpiperazine-1-carboxylate